N1=C(C=CC2=CC=CC=C12)OC(N[C@H]1C[C@@H](NCC1)C)=O quinolin-2-yl-trans-2-methylpiperidin-4-yl-carbamate